6-{5-chloro-2-[(oxacyclohex-4-yl)amino]Pyrimidin-4-yl}-2,3-dihydro-1H-isoindol-1-one ClC=1C(=NC(=NC1)NC1CCOCC1)C1=CC=C2CNC(C2=C1)=O